O1C[C@H](NCCC1)C=1C=C(C=CC1)NC(=O)C1=C(N=CN(C1=O)C1=C(C=CC=C1Cl)Cl)N (R)-N-(3-(1,4-oxazepan-3-yl)phenyl)-4-amino-1-(2,6-dichlorophenyl)-6-oxo-1,6-dihydropyrimidine-5-carboxamide